4-bromo-5-{3-[(tert-butyldiphenylsilyl)oxy]-2,2-dimethylpropoxy}-N-[5-(5-acetamidopyrazol-1-yl)-1,3,4-thiadiazol-2-yl]-6-oxopyran-2-carboxamide BrC=1C=C(OC(C1OCC(CO[Si](C1=CC=CC=C1)(C1=CC=CC=C1)C(C)(C)C)(C)C)=O)C(=O)NC=1SC(=NN1)N1N=CC=C1NC(C)=O